FC1=C(C=CC(=C1)F)C1=CC(=CN1S(=O)(=O)C1=CC=C(C=C1)OC)CNC([2H])([2H])[2H] ((5-(2,4-difluorophenyl)-1-((4-methoxyphenyl)sulfonyl)-1H-pyrrol-3-yl)methyl)methane-d3-amine